CNC=1C=2N(C3=CC(=CC=C3N1)C(=O)N[C@H]1COCCC1)C=NC2 (R)-4-(methylamino)-N-(tetrahydro-2H-pyran-3-yl)imidazo[1,5-a]quinoxaline-8-carboxamide